2,6-bismaleimidyl-toluene C1(C=CC(N1C1=C(C)C(=CC=C1)N1C(C=CC1=O)=O)=O)=O